C(CCC)(=O)[O-].C(CCC)(=O)[O-].[Ca+2] calcium dibutanoate